(5'S,7a'R)-3-[(2-chloropyridin-3-yl)oxy]-5'-(3,5-difluorophenyl)tetrahydro-3'H-spiro[cyclobutane-1,2'-pyrrolo[2,1-b][1,3]oxazol]-3'-one ClC1=NC=CC=C1OC1CC2(C(N3[C@H](O2)CC[C@H]3C3=CC(=CC(=C3)F)F)=O)C1